COC=1C=C(C=C(C1)C)N1[C@@H](CNC[C@H]1C)C (2R,6R)-1-(3-methoxy-5-methylphenyl)-2,6-dimethylpiperazine